NCC(CN)CN 2-(aminomethyl)propane-1,3-diamine